tert-butyl (1S,2S,5R)-2-((S)-1-((tert-butyldimethylsilyl)oxy)ethyl)-3-(2,5,7-trichloro-8-fluoropyrido[4,3-d]pyrimidin-4-yl)-3,8-diazabicyclo[3.2.1]octane-8-carboxylate [Si](C)(C)(C(C)(C)C)O[C@@H](C)[C@@H]1[C@@H]2CC[C@H](CN1C=1C3=C(N=C(N1)Cl)C(=C(N=C3Cl)Cl)F)N2C(=O)OC(C)(C)C